[N+](#[C-])C1=CC(=CC(=C1)C)C 1-isocyano-3,5-xylene